OC1CN(CC12CC2)C2=NC=CC(=N2)C2=NC1=CC(=NC=C1C=C2)CNC(C2=CN=C(C(=C2)S(=O)(=O)C)C)=O N-((2-(2-(7-hydroxy-5-azaspiro[2.4]heptan-5-yl)pyrimidin-4-yl)-1,6-naphthyridin-7-yl)methyl)-6-methyl-5-(methylsulfonyl)nicotinamide